7-(7-(5-Ethyl-1H-benzo[f]indazol-4-yl)-8-fluoro-2-(((2r,7as)-2-fluorohexahydro-1H-pyrrolizin-7a-yl)methoxy)pyrido[4,3-d]pyrimidin-4-yl)-1,3,7-triazaspiro[4.5]decane-2,4-dione C(C)C1=CC=CC2=C1C(=C1C=NNC1=C2)C2=C(C=1N=C(N=C(C1C=N2)N2CC1(C(NC(N1)=O)=O)CCC2)OC[C@]21CCCN1C[C@@H](C2)F)F